NC1=C(C(C=C(O1)CC(=O)OC)C1=CC(=CC=C1)[N+](=O)[O-])C#N 6-amino-5-cyano-2-(2-methoxy-2-oxoethyl)-4-(3-nitrophenyl)-4H-pyran